C1(=CC=CC=C1)C1=C(C(=NN=N1)C=1C(=C(C=CC1)C1=NC=CC=C1)C1=C(C=CC=2[Se]C3=C(C21)C=CC=C3)C3=CC=CC=C3)C3=CC=CC=C3 (diphenyltriazinyl)(phenyldibenzoselenophenyl)(pyridinyl)benzene